(R) or (S)-1-(2-benzyl-phenoxy)propan-2-ol Methyl-4-carbamoylbicyclo[2.2.2]octane-1-carboxylate CC1C2(CCC(C1)(CC2)C(N)=O)C(=O)O[C@@H](COC2=C(C=CC=C2)CC2=CC=CC=C2)C |o1:15|